ClC1=NN=C(C=2C1=CN=NC2)Cl 1,4-Dichloropyridazino[4,5-d]pyridazine